CS(=O)(=O)OCCC(CCOC1=CC=C(C=C1)C1CCN(CC1)C1=CC(=C(C=C1)C#N)C(F)(F)F)(F)F 5-(4-(1-(4-Cyano-3-(trifluoromethyl)phenyl)piperidin-4-yl)phenoxy)-3,3-difluoropentyl methanesulfonate